C1(CC2C(CC1)O2)C(=O)OCC=C allyl 3,4-epoxycyclohexanecarboxylate